COC(CC[C@@H](C)[C@H]1CC[C@H]2[C@@H]3[C@@H](C[C@@H]4C[C@@H](C(=C[C@]4(C)[C@H]3CC[C@]12C)F)O)O)=O.C(CCCC=C)C1C(CCC1)=O 2-(5-hexenyl)cyclopentan-1-one Methyl-2-fluoro-3α,7α-dihydroxy-5β-chol-1-enoate